C(C1=CC=CC=C1)N1CCN(C12COC2)C(=O)C2=CC=C(C=C2)/C=C/C(=O)C=2C=NC=CC2 (E)-3-(4-(8-benzyl-2-oxa-5,8-diazaspiro[3.4]octane-5-carbonyl)phenyl)-1-(pyridin-3-yl)prop-2-en-1-one